3-(2-chloro-4-fluorophenoxy)2(1H)-pyridone ClC1=C(OC=2C(NC=CC2)=O)C=CC(=C1)F